C(CCCCCCC\C=C/CCCCCCCC)(=O)OCC(CN(C)C)OC(CCCCCCC\C=C/CCCCCCCC)=O 3-(Dimethylamino)propane-1,2-diyl dioleate